S1C2=C(C=C1)C(=CC=C2)N2CCN(CC2)CCCCOC2=CC=C1CCC(N(C1=C2)COC(CCCC\C=C/C\C=C/C\C=C/C\C=C/CC)=O)=O (6Z,9Z,12Z,15Z)-Octadeca-6,9,12,15-tetraenoic acid 7-[4-(4-benzo[b]thiophen-4-ylpiperazin-1-yl)butoxy]-2-oxo-3,4-dihydro-2H-quinolin-1-ylmethyl ester